7-(6-(3-(dimethylamino)propoxy)pyridin-3-yl)-2,10,10-trimethyl-9,10-dihydro-8-oxa-2,4,10a-triazanaphtho[2,1,8-cde]azulen-1(2H)-one CN(CCCOC1=CC=C(C=N1)C1=CC=C2N=CC=3N(C(N4C(COC1=C2C34)(C)C)=O)C)C